3-hydroxy-4-methoxy-4-methyl-butanolide OC1CC(=O)OC1(C)OC